N-(3-chloro-5-(trifluoromethyl)phenyl)-3-((6-(4-hydroxypiperidin-1-yl)imidazo[1,2-B]pyridazin-3-yl)ethynyl)-4-methylbenzamide ClC=1C=C(C=C(C1)C(F)(F)F)NC(C1=CC(=C(C=C1)C)C#CC1=CN=C2N1N=C(C=C2)N2CCC(CC2)O)=O